C(CCCCC)C(CC1=CC=C(S1)C=1SC2=C(N1)C(=C1C(N=C(S1)C=1SC(=CC1)CC(CCCCCCCC)CCCCCC)=C2C=2SC(=CC2)[Sn](C)(C)C)C=2SC(=CC2)[Sn](C)(C)C)CCCCCCCC 2,6-bis[5-(2-hexyldecyl)thiophen-2-yl]-4,8-bis(5-trimethylstannylthiophen-2-yl)-Benzo[1,2-d:4,5-d']bisthiazole